FC1(C[C@@H](NC1)C)F (S)-4,4-difluoro-2-methylpyrrolidine